C1(CC1)C1=C(C(=NO1)C1=C(C=NC=C1Cl)Cl)COC12CCC(CC1)(CC2)C=2SC1=C(N2)C=C(C=C1)C(F)(F)F 2-(4-((5-Cyclopropyl-3-(3,5-dichloropyridin-4-yl)isoxazol-4-yl)methoxy)bicyclo[2.2.2]octan-1-yl)-5-(trifluoromethyl)benzo[d]thiazol